2-isopropyl-5-methyl-cyclohexyloxycarbonyloxy-2-hydroxypropane C(C)(C)C1C(CC(CC1)C)OC(=O)OCC(C)O